CC1=C(C(NC(=C1)C)=O)CNC(=O)C=1C(=C(N2C=C(C=C2C1)C=1SC=2CNCCC2N1)C(C)N1CCOCC1)C N-((4,6-dimethyl-2-oxo-1,2-dihydropyridin-3-yl)methyl)-6-methyl-5-(1-morpholinoethyl)-2-(4,5,6,7-tetrahydrothiazolo[5,4-c]pyridin-2-yl)indolizine-7-carboxamide